p-dodecyloxy-iodobenzene C(CCCCCCCCCCC)OC1=CC=C(C=C1)I